NC1=C(C(N(C2=CC(=CC=C12)C(F)(F)F)C1=C(C=C(C=C1)C)C)=O)C(=O)OC methyl 4-amino-1-(2,4-dimethylphenyl)-2-oxo-7-(trifluoromethyl)-1,2-dihydroquinoline-3-carboxylate